CC1=CC=C(C=C1)S(=O)(=O)O.FC(C1=CC=C(C=C1)C1CNC1)(F)F 3-(4-(trifluoromethyl)phenyl)azetidine 4-methylbenzenesulfonate